4-(2-(5-((2R,5S)-5-methylpiperidin-2-yl)benzo[d]thiazol-2-yl)Ethyl)morpholine C[C@H]1CC[C@@H](NC1)C=1C=CC2=C(N=C(S2)CCN2CCOCC2)C1